C(C(O)([2H])[2H])(O)([2H])[2H] Ethane-d4-1,2-diol